tert-butyl N-[5-[[2-[4-(2,6-dioxo-3-piperidyl)phenoxy]acetyl]amino]pentyl]carbamate O=C1NC(CCC1C1=CC=C(OCC(=O)NCCCCCNC(OC(C)(C)C)=O)C=C1)=O